cinnamoyl-coenzyme A C(C=CC1=CC=CC=C1)(=O)SCCNC(CCNC([C@@H](C(COP(OP(OC[C@@H]1[C@H]([C@H]([C@@H](O1)N1C=NC=2C(N)=NC=NC12)O)OP(=O)(O)O)(=O)O)(=O)O)(C)C)O)=O)=O